N-(5-cyclohexyl-8-(methylamino)-2,7-naphthyridin-3-yl)cyclopropanecarboxamide C1(CCCCC1)C1=C2C=C(N=CC2=C(N=C1)NC)NC(=O)C1CC1